m-[(1-{(S)-2-[(S)-4-Acetyl-3-isobutyl-2-oxo-1-piperazinyl]-4-methylvaleryl}-4-piperidyl)meth-oxy]benzoic acid C(C)(=O)N1[C@H](C(N(CC1)[C@H](C(=O)N1CCC(CC1)COC=1C=C(C(=O)O)C=CC1)CC(C)C)=O)CC(C)C